N-(1-oxo-3-phenyl-1-(6-(pyridin-3-yl)-5,6-dihydropyridin-1(2H)-yl)propan-2-yl)-3-pentanamidobenzamide O=C(C(CC1=CC=CC=C1)NC(C1=CC(=CC=C1)NC(CCCC)=O)=O)N1CC=CCC1C=1C=NC=CC1